(R)-4-(4-bromo-2-fluorophenyl)-3-(hydroxymethyl)piperazine-1-carboxylic acid tert-butyl ester C(C)(C)(C)OC(=O)N1C[C@@H](N(CC1)C1=C(C=C(C=C1)Br)F)CO